(2S)-1-{4-[(2-{3-[(4-methanesulfonyl-2-methoxyphenyl)amino] prop-1-yn-1-yl}-1-(2,2,2-trifluoroethyl)-1H-indol-4-yl)amino] piperidin-1-yl}-3-methoxypropan-2-yl 2-methylpropanoate CC(C(=O)O[C@@H](CN1CCC(CC1)NC1=C2C=C(N(C2=CC=C1)CC(F)(F)F)C#CCNC1=C(C=C(C=C1)S(=O)(=O)C)OC)COC)C